2-(5,6-dimethyl-[2,2'-bipyrimidin]-4-yl)-3-ethyl-5,6-dimethoxyisoindolin-1-one CC=1C(=NC(=NC1C)C1=NC=CC=N1)N1C(C2=CC(=C(C=C2C1CC)OC)OC)=O